C(#C)C1CC2(C1)CCNCC2 2-ethynyl-7-azaspiro[3.5]nonane